ClC=1C=C(N=NC1)NC1=NC(=NC=C1)N1C[C@H](O[C@H](C1)C)C 5-chloro-N-(2-((2R,6S)-2,6-dimethylmorpholino)pyrimidin-4-yl)pyridazin-3-amine